4-(9-(3,4-difluorophenyl)-3,9-diazaspiro[5.5]undecane-3-carbonyl)-6-methylquinoline FC=1C=C(C=CC1F)N1CCC2(CCN(CC2)C(=O)C2=CC=NC3=CC=C(C=C23)C)CC1